1-(3-((2-amino-5-chloropyridin-3-yl)oxy)phenyl)-3-(4-(dimethyl-amino)phenyl)urea NC1=NC=C(C=C1OC=1C=C(C=CC1)NC(=O)NC1=CC=C(C=C1)N(C)C)Cl